ClC=1C=CC(=C2C=NN(C12)COCC[Si](C)(C)C)COC1=NN=C(S1)NC(=O)C=1C=NC(=CC1C1=C(C=CC=C1)OC)C N-[5-[(7-chloro-1-[[2-(trimethylsilyl)ethoxy]methyl]indazol-4-yl)methoxy]-1,3,4-thiadiazol-2-yl]-4-(2-methoxyphenyl)-6-methylpyridine-3-carboxamide